[C@H](C)(CC)[C@@H]1N(CC2=C(NC1=O)C=CC=C2)C(=O)NCC2(COC2)CO (S)-3-((S)-sec-butyl)-N-((3-(hydroxymethyl)oxetan-3-yl)methyl)-2-oxo-1,2,3,5-tetrahydro-4H-benzo[e][1,4]diazepine-4-carboxamide